(E)-1-bromo-2-chloro-5-methoxy-4-(2-nitroprop-1-en-1-yl)benzene BrC1=C(C=C(C(=C1)OC)\C=C(/C)\[N+](=O)[O-])Cl